FCC(CC)F 1,2-difluorobutane